(2R)-2-Amino-3,3-dimethyl-N-[3-methyl-4-(2-methyl-1H-pyrrolo[2,3-b]pyridin-4-yl)phenyl]butanamide N[C@@H](C(=O)NC1=CC(=C(C=C1)C1=C2C(=NC=C1)NC(=C2)C)C)C(C)(C)C